5-chloro-4-fluoro-10-methyl-2-(methylsulfinyl)-9,10-dihydro-8H-7-oxa-1,3,6,10-tetraazacyclohepta[de]naphthalene ClC1=C(C=2N=C(N=C3C2C(=N1)OCCN3C)S(=O)C)F